Methyl-1,3-diamino-cyclohexan CC1(CC(CCC1)N)N